tantalum-niobium ammonium fluoride [F-].[NH4+].[Nb].[Ta]